5-[(4-chloro-3-methyl-anilino)methylene]-2,2-dimethyl-1,3-dioxane-4,6-dione ClC1=C(C=C(NC=C2C(OC(OC2=O)(C)C)=O)C=C1)C